4-(((1-acryloylpyrrolidin-3-yl)methyl)amino)-6-aminopyrimidin C(C=C)(=O)N1CC(CC1)CNC1=NC=NC(=C1)N